ClC1=NC(=CC(=C1)C1=NC=C(C=C1C(=O)NNC(NC([2H])([2H])[2H])=S)C#N)C1CC1 2-(2'-Chloro-5-cyano-6'-cyclopropyl-[2,4'-bipyridine]-3-carbonyl)-N-(methyl-d3)hydrazine-1-thiocarboamide